4-(3-chloro-4-fluorophenyl)-5,6-dihydro-4H-pyrido[2,3,4-de]Quinazoline-7-amine ClC=1C=C(C=CC1F)N1CCC2=C3C1=NC=NC3=CC=C2N